C1(=CC=CC2=CC=CC=C12)O[C@@H]1CN(CC1)CC(=O)N1[C@@H](CCC1)C#N (S)-1-(2-((S)-3-(naphthalen-1-yloxy)pyrrolidin-1-yl)acetyl)pyrrolidine-2-carbonitrile